[Si](C)(C)(C(C)(C)C)OCC1N(C(CCCC1CC(C)C)=O)C(=O)OC(C)(C)C tert-butyl 2-[[tert-butyl(dimethyl)silyl]oxymethyl]-3-isobutyl-7-oxo-azepane-1-carboxylate